5-methyl-2-nitro-4-(trifluoromethyl)aniline CC=1C(=CC(=C(N)C1)[N+](=O)[O-])C(F)(F)F